2,5-dipropyl-4-ethylimidazole C(CC)C=1NC(=C(N1)CC)CCC